(1R,2S,3S,6R,7S)-3-{[(2S)-1-(cyclopropylcarbamoyl)-1-hydroxy-3-[(3S)-2-oxopyrrolidin-3-yl]propan-2-yl]carbamoyl}-4-azatricyclo[5.2.1.0{2,6}]dec-8-ene-4-carboxylic acid tert-butyl ester C(C)(C)(C)OC(=O)N1[C@@H]([C@H]2[C@H]3C=C[C@@H]([C@H]2C1)C3)C(N[C@H](C(O)C(NC3CC3)=O)C[C@H]3C(NCC3)=O)=O